4,5-dichloro-1,8-naphthalenedicarboxylic anhydride ClC1=CC=C2C3=C(C=CC(=C13)Cl)C(=O)OC2=O